CN1C(C(=C(C2=CC=C(C=C12)N([C@H]1COCC1)C)N1CCC(CC1)C=1OC2=C(N1)C=C(C=C2)C)C#N)=O |r| (rac)-1-methyl-4-[4-(5-methyl-1,3-benzoxazol-2-yl)piperidin-1-yl]-7-[methyl(oxolan-3-yl)amino]-2-oxo-1,2-dihydroquinoline-3-carbonitrile